C1(=CC=CC=C1)C1CCC(CC1)OC[C@@H]1CNCC[C@@H]1NS(=O)(=O)C N-[(cis)-3-([[(1s,4s)-4-phenylcyclohexyl]oxy]methyl)piperidin-4-yl]methanesulfonamide